Cl.C1N(CCC2=CC=CC=C12)[C@H]1[C@@H](CN(CC1)C(=O)C1=CC(=NC(=N1)SC(C)C)NC1CCN(CC1)C(C)=O)O 1-(4-((6-((3R,4R)-4-(3,4-dihydroisoquinolin-2(1H)-yl)-3-hydroxypiperidine-1-carbonyl)-2-(isopropylthio)pyrimidin-4-yl)amino)piperidin-1-yl)ethan-1-one hydrochloride